N-(3-(2-(1-fluoroethyl)-7-(methylthio)-2,3-dihydro-[1,4]dioxino[2,3-c]pyridin-5-yl)-1-methyl-1H-pyrrolo[2,3-c]pyridin-5-yl)acetamide FC(C)C1OC2=C(C(=NC(=C2)SC)C2=CN(C3=CN=C(C=C32)NC(C)=O)C)OC1